((1r,4r)-4-(2-(prop-2-yn-1-yl)-2,6-diazaspiro[3.4]octane-6-carbonyl)cyclohexyl)carbamic acid tert-butyl ester C(C)(C)(C)OC(NC1CCC(CC1)C(=O)N1CC2(CN(C2)CC#C)CC1)=O